isopropyl coumarate C(\C=C\C1=CC=C(C=C1)O)(=O)OC(C)C